((1R,2R)-6,7-difluoro-2-hydroxy-4,4-dimethyl-1,2,3,4-tetrahydronaphthalen-1-yl)-3-(5-methyl-6-(1H-pyrazol-4-yl)-2-(tetrahydro-2H-pyran-4-yl)pyridin-3-yl)urea FC=1C=C2C(C[C@H]([C@@H](C2=CC1F)NC(=O)NC=1C(=NC(=C(C1)C)C=1C=NNC1)C1CCOCC1)O)(C)C